C1(=CC=CC=C1)[C@@H](C)OC(=O)C1=CC2=C(N=CN=C2)OC1=O 7-oxo-7H-pyrano[2,3-d]pyrimidine-6-carboxylic acid (R)-1-phenylethyl ester